ClC1=CC=C2C=C(NC2=C1Cl)C(=O)N[C@H](C(=O)N[C@H](C(=O)OC)C[C@H]1C(NC(C1)(C)C)=O)CC(C)(C)C methyl (2S)-2-[[(2S)-2-[(6,7-dichloro-1H-indole-2-carbonyl)amino]-4,4-dimethyl-pentanoyl]amino]-3-[(3R)-5,5-dimethyl-2-oxo-pyrrolidin-3-yl]propanoate